spiro[indoline-3,3'-piperidine] N1CC2(CCC1)CNC1=CC=CC=C12